C(C)(C)(C)OC(=O)N1C(N(C2=C1C=CC=C2)C2=CC(=C(C=C2)OC)OC)=O 3-(3,4-Dimethoxyphenyl)-2-oxo-2,3-dihydro-1H-benzo[d]imidazole-1-carboxylic acid tert-butyl ester